C(C)(=O)C1(CC=C(C=C1)C1=CC=CC=C1)C(C)=O 4,4-diacetylbiphenyl